C(C)(C)(C)OC(=O)NN(CC1=CC=C(C=C1)C=1N(C=C(N1)C(F)(F)F)C(C)C)C1=NC(=NC=C1C(=O)OCC)C=1C(=NC=NC1OC)C1CC1 ethyl 4-(2-(tert-butoxycarbonyl)-1-(4-(1-isopropyl-4-(trifluoromethyl)-1H-imidazol-2-yl) benzyl) hydrazino)-4'-cyclopropyl-6'-methoxy-[2,5'-bipyrimidine]-5-carboxylate